N-((5,6-dichloro-1H-benzo[d]imidazol-2-yl)methyl)-8-(1-methyl-1H-pyrazol-4-yl)-2-morpholinopyrazolo[1,5-a][1,3,5]triazin-4-amine ClC1=CC2=C(NC(=N2)CNC2=NC(=NC=3N2N=CC3C=3C=NN(C3)C)N3CCOCC3)C=C1Cl